2-bromo-3,4-difluoro-6-methoxyaniline BrC1=C(N)C(=CC(=C1F)F)OC